FC=1C=C2C=C(NC2=CC1CNC(=O)C=1N=C2N(C(C1)=O)C=CC=C2)CN2[C@H]1CC(C[C@@H]2CC1)C N-((5-fluoro-2-(((1R,3r,5S)-3-methyl-8-azabicyclo[3.2.1]octan-8-yl)methyl)-1H-indol-6-yl)methyl)-4-oxo-4H-pyrido[1,2-a]pyrimidine-2-carboxamide